7-(1-(3,4-Dichlorobenzyl)piperidin-3-yl)-2-methyl-3-(pyridin-4-yl)pyrazolo[1,5-a]pyrimidine ClC=1C=C(CN2CC(CCC2)C2=CC=NC=3N2N=C(C3C3=CC=NC=C3)C)C=CC1Cl